COC1=CC=C(C=C1)NC(=N)N1CCNCC1 N-(4-methoxyphenyl)piperazine-1-carboximidamide